bis(pentafluorophenyl) 11-(tert-butoxycarbonyl)-4,7,15,18-tetraoxo-3,8,11,14,19-pentaazaheneicosane-1,21-dioate C(C)(C)(C)OC(=O)N(CCNC(CCC(NCC(=O)OC1=C(C(=C(C(=C1F)F)F)F)F)=O)=O)CCNC(CCC(NCC(=O)OC1=C(C(=C(C(=C1F)F)F)F)F)=O)=O